Ethyl-(R)-4-((3-(N-(3,5-Difluorophenyl)Methylsulfonamido)Azetidin-1-Yl)(Phenyl)Methyl)Benzoate C(C)OC(C1=CC=C(C=C1)[C@@H](C1=CC=CC=C1)N1CC(C1)N(S(=O)(=O)C)C1=CC(=CC(=C1)F)F)=O